(4-(1H-inden-2-yl)phenyl)dimethylsulfonium C1C(=CC2=CC=CC=C12)C1=CC=C(C=C1)[S+](C)C